COC1=C(C=C2C(=NC=NC2=C1)C=1C(=NN(C1)C)C1=CC=CC=C1)NC(=O)N1[C@H]([C@@H](OCC1)C)C (2S,3S)-N-(7-methoxy-4-(1-methyl-3-phenyl-1H-pyrazol-4-yl)quinazolin-6-yl)-2,3-dimethylmorpholine-4-carboxamide